Pyridine-6,6-dicarboxylic acid dimethyl ester COC(=O)C1(C=CC=CN1)C(=O)OC